C(C)(C)(C)C1=C(N=NC=C1)Cl 4-(tert-butyl)-3-chloropyridazine